C(CCC)C1(OC(=O)C=2C(C(CCC12)O)O)O 3-n-butyl-3,6,7-trihydroxy-4,5,6,7-tetrahydrophthalide